[Co](Cl)Cl.C12=CC=C(N1)C=C1C=CC(=N1)C=C1C=CC(N1)=CC=1C=CC(N1)=C2 23H-porphyrin cobalt chloride